COC1=C(C=CC(=C1)OC)CNC1=NC=CC2=C1C(=NN2[C@H]2C[C@@H](CCC2)C(=O)O)C2=CC=C(C=C2)C(NC2=NC=CC(=C2)C(F)(F)F)=O (1R,3R)-3-[4-[(2,4-dimethoxyphenyl)methylamino]-3-[4-[[4-(trifluoromethyl)-2-pyridyl]carbamoyl]phenyl]-pyrazolo[4,3-c]pyridin-1-yl]cyclohexanecarboxylic acid